FC(C(C(=O)N1CC2(C1)CNC[C@H]2COCC=2C=C(C=CC2)C2(CCCCC2)C(=O)OCC)(C)C)(F)F ethyl (S)-1-(3-(((2-(3,3,3-trifluoro-2,2-dimethylpropanoyl)-2,6-diazaspiro[3.4]octan-8-yl)methoxy)methyl)phenyl)cyclohexane-1-carboxylate